BrC=1C(N(N=C(C1)Cl)CC)=O 4-bromo-6-chloro-2-ethylpyridazin-3-one